4-(dimethylamino)benzoic acid pentyl ester C(CCCC)OC(C1=CC=C(C=C1)N(C)C)=O